NCCCCCCN1C(S\C(\C1=O)=C/C1=CC(=C(C(=C1)[N+](=O)[O-])O)O)=O (5Z)-3-(6-aminohexyl)-5-[(3,4-dihydroxy-5-nitrophenyl)methylene]thiazolidine-2,4-dione